C(C(C)(C)C)NC1=C(C=NC2=C(C=C(C=C12)N[C@H](C=1N=NN(C1)C1(CC1)C(F)(F)F)C1=C2C=CNC(C2=CC=C1)=O)C#N)C#N (S)-4-(neopentylamino)-6-(((1-oxo-1,2-dihydroisoquinolin-5-yl)(1-(1-(trifluoromethyl)cyclopropyl)-1H-1,2,3-triazol-4-yl)methyl)amino)quinoline-3,8-dicarbonitrile